C(C)(C)(C)N1C=CC2=C1N=CC=C2C(=O)NC2=C(C=C(C(=C2)C=2C=C(C=1N(C2)C=CN1)N1CCOCC1)C)F 1-Tert-butyl-N-{2-fluoro-4-methyl-5-[8-(morpholin-4-yl)imidazo[1,2-a]pyridin-6-yl]phenyl}pyrrolo[2,3-b]pyridine-4-carboxamide